C(C)(C)(C)N1[C@H](CC[C@@H](C1)NC(COC1=CC(=C(C=C1)Cl)Cl)=O)C=1OC(=NN1)Br tert-butyl-(2R,5S)-2-(5-bromo-1,3,4-oxadiazol-2-yl)-5-[2-(3,4-dichloro-phenoxy)acetamido]piperidine